(2R,3R,4S,5R)-2-(6-amino-9H-purin-9-yl)-5-((tert-butyldiphenylsilyloxy)silylYl)-tetrahydrofuran-3,4-diol NC1=C2N=CN(C2=NC=N1)[C@@H]1O[C@@H]([C@H]([C@H]1O)O)[SiH2]O[Si](C1=CC=CC=C1)(C1=CC=CC=C1)C(C)(C)C